ClCC1=CC=C(C=C1)C1=NC(=CC=C1OC(C)C)F 2-[4-(chloromethyl)phenyl]-6-fluoro-3-isopropoxypyridine